FC=1C=C2C(=CNC2=CC1F)NC(C1=C(C=C(C=C1F)OCC)F)=O N-(5,6-difluoro-1H-indol-3-yl)-4-ethoxy-2,6-difluorobenzamide